OC=1C=C(CNC(=O)C=2C=C3C(=C(N(C3=CC2)CC2=CC=C(C=C2)C=2C(=CC=CC2)C(=O)O)C)C)C=CC1 4'-((5-((3-hydroxybenzyl)carbamoyl)-2,3-dimethyl-1H-indol-1-yl)methyl)-[1,1'-biphenyl]-2-carboxylic acid